FC1(CCN(CC1)C(=O)OC(C)(C)C)CNC1=C(C=C(C=C1)S(=O)(=O)N)[N+](=O)[O-] tert-butyl 4-fluoro-4-(((2-nitro-4-aminosulfonylphenyl)amino)methyl)piperidine-1-carboxylate